4-Bromo-2-methyl-6-morpholin-4-ylbenzoic acid methyl ester COC(C1=C(C=C(C=C1N1CCOCC1)Br)C)=O